S(C1=CC(=CC=C1)Br)C1=CC(=CC=C1)Br 1,1'-thiobis[3-bromobenzene]